(E)-3-(benzenesulfonyl)-1-(p-fluorophenyl)-2-propen-1-one C1(=CC=CC=C1)S(=O)(=O)/C=C/C(=O)C1=CC=C(C=C1)F